C(C)SC(=O)[C@H]1N(C(CC1)=C=O)C(=O)OC(C)(C)C tert-butyl (S)-2-((ethylsulfanyl) carbonyl)-5-carbonylpyrrolidine-1-carboxylate